O=C1NC=C(C(N1)=O)C1=CC(=C(N=N1)C)[C@@H]1[C@H](C1)/C=C/C#N (E)-3-((1R,2S)-2-(6-(2,4-dioxo-1,2,3,4-tetrahydropyrimidin-5-yl)-3-methylpyridazin-4-yl)cyclopropyl)acrylonitrile